2-[3-[(5-bromo-2-pyridinyl)oxy]cyclobutoxy]ethanol BrC=1C=CC(=NC1)OC1CC(C1)OCCO